CS(=O)(=O)N1CCC(CC1)NC1=NN2C(C(=C(C=C2)C=2C=NNC2)OCC(F)(F)F)=N1 N-(1-(methylsulfonyl)piperidin-4-yl)-7-(1H-pyrazol-4-yl)-8-(2,2,2-trifluoroethoxy)-[1,2,4]triazolo[1,5-a]pyridin-2-amine